dichloro(cyclooctadiene) palladium [Pd].ClC1=C(CCCCC=C1)Cl